C1(CC1)C1CNC2=CC=CC=3C=C(N1C32)C(=O)NC=3C=C(C(=O)OC)C=C(C3NC)F methyl 3-[(11-cyclopropyl-1,9-diazatricyclo[6.3.1.04,12]dodeca-2,4(12),5,7-tetraene-2-carbonyl)amino]-5-fluoro-4-(methylamino)benzoate